C(C1=CC=CC=C1)C(C(=O)O)CCCCCCCCCC(=O)NC(COCCC(=O)NCCCN)COCCC(NCCCN)=O.C(=O)(OC(C)(C)C)N[C@@H](C(C)C)C(=O)O N-bocvaline Benzyl-12-[(1,3-bis{3-[(3-aminopropyl)amino]-3-oxopropoxy}propan-2-yl)amino]-12-oxododecanoate